C[N+]1=C(N(C2=C1C=C(C=C2C)C)C)C 1,2,3,4,6-pentamethylbenzimidazolium